7-(4-chlorophenyl)-8-(3-chloropyridin-2-yl)-1-methyl-3-[[2-(trimethylsilyl)ethoxy]methyl]purine-2,6-dione ClC1=CC=C(C=C1)N1C(=NC=2N(C(N(C(C12)=O)C)=O)COCC[Si](C)(C)C)C1=NC=CC=C1Cl